N-(Cyclopropylmethyl)-6-((5-methyl-3-(6-methyl-3-pyridyl)isoxazol-4-yl)methoxy)pyridin-3-carboxamid C1(CC1)CNC(=O)C=1C=NC(=CC1)OCC=1C(=NOC1C)C=1C=NC(=CC1)C